[1-(4-pyrrolidin-1-yl-phenyl)-1H-[1,2,3]Triazol-4-yl]-methanol N1(CCCC1)C1=CC=C(C=C1)N1N=NC(=C1)CO